Cl.N[C@H]1C(NCCCC1)=O (3R)-3-aminoazepan-2-one-hydrochloride